OCCC(C)(C)C1=C(C=C(C=C1C)C)O 2-(4-Hydroxy-2-methylbutan-2-yl)-3,5-dimethylphenol